1,4,7-triazacyclononaneN Decahydro-2,5,5,8a-tetramethyl-2-naphthylacetat CC1(CC2(CCCC(C2CC1)(C)C)C)CC(=O)O.N1=CCNCCNCC1